Tert-Butyl 4-benzylhexahydropyrrolo[3,4-b][1,4]oxazine-6(2H)-carboxylate C(C1=CC=CC=C1)N1C2C(OCC1)CN(C2)C(=O)OC(C)(C)C